C(CC1=CC=CC=C1)C1=NC(=NO1)[C@H]1N(CCCC1)C(=O)OC(C)(C)C tert-butyl (S)-2-(5-phenethyl-1,2,4-oxadiazol-3-yl)piperidine-1-carboxylate